acrylic acid N,N-diisopropylamide C(C)(C)N(C(C=C)=O)C(C)C